OC1=C(C=CC=2C(CCCC12)=O)C#N 1-Hydroxy-5-oxo-5,6,7,8-tetrahydronaphthalene-2-carbonitrile